(S)-2-chloro-4-(3-methyl-8-(4-(4-oxopiperidine-1-carbonyl)phenyl)-2,8-diazaspiro[4.5]decan-2-yl)benzonitrile ClC1=C(C#N)C=CC(=C1)N1CC2(C[C@@H]1C)CCN(CC2)C2=CC=C(C=C2)C(=O)N2CCC(CC2)=O